5-[[2-[(2R,5S)-2-(4-fluoro-3-methyl-phenyl)-5-methyl-1-piperidyl]-2-oxo-acetyl]amino]pyridine-3-carboxamide FC1=C(C=C(C=C1)[C@@H]1N(C[C@H](CC1)C)C(C(=O)NC=1C=C(C=NC1)C(=O)N)=O)C